Cl.FC=1C=CC(=C(C(=O)N(C(C)C)C(C)C)C1)OC1=C(N=CN=N1)N1CC2(C1)CCN(CC2)CC2CCN(CC2)S(=O)(=O)N2CCNCC2 5-fluoro-N,N-diisopropyl-2-((5-(7-((1-(piperazin-1-ylsulfonyl)piperidin-4-yl)methyl)-2,7-Diazaspiro[3.5]nonan-2-yl)-1,2,4-triazin-6-yl)oxy)benzamide hydrochloride